[Ca].C1=CC=CC2=CC3=CC4=CC5=CC=CC=C5C=C4C=C3C=C12 pentacene calcium